4-fluoro-N-(2-(2-methylpiperidin-3-yl)thieno-[2,3-b]pyridin-4-yl)benzo[d]thiazol-5-amine FC1=C(C=CC2=C1N=CS2)NC2=C1C(=NC=C2)SC(=C1)C1C(NCCC1)C